(E)-N'-(2,5-dimethyl-4-(5-(trifluoromethyl)-1H-indole-1-carbonyl)phenyl)-N-ethyl-N-methylformimidamide CC1=C(C=C(C(=C1)C(=O)N1C=CC2=CC(=CC=C12)C(F)(F)F)C)/N=C/N(C)CC